ClC1=CC=C(C=C1)[C@@]1(N(C(C2=CC(=CC=C12)C(CN(C)C)(C)O)=O)CC1=CC=C(C=C1)Cl)OCC1(CC1)CO (3R)-3-(4-chlorophenyl)-2-[(4-chlorophenyl)methyl]-6-[1-(dimethylamino)-2-hydroxypropan-2-yl]-3-([1-(hydroxymethyl)cyclopropyl]methoxy)-2,3-dihydro-1H-isoindol-1-one